ClC=1C=CC2=C(C(=NCC3=C2N=CN=C3)C3=C(C=C(C=C3)OC)OC)C1 9-Chloro-7-(2,4-dimethoxy-phenyl)-5H-benzo[c]pyrimido[4,5-e]azepin